2-METHYL-2-PIPERIDINOPROPANAL CC(C=O)(C)N1CCCCC1